6-(2,6-dichloro-4-nitrophenoxy)-2-(p-tolyl)-3,4-dihydroisoquinoline ClC1=C(OC=2C=C3CCN(CC3=CC2)C2=CC=C(C=C2)C)C(=CC(=C1)[N+](=O)[O-])Cl